4-amino-N-methyl-N-(1-(2-methylbenzo[d]thiazol-5-yl)ethyl)pyrrolo[1,2-a]quinoxaline-8-carboxamide NC=1C=2N(C3=CC(=CC=C3N1)C(=O)N(C(C)C=1C=CC3=C(N=C(S3)C)C1)C)C=CC2